6-bromo-2-fluoro-3-(trifluoromethyl)phenol BrC1=CC=C(C(=C1O)F)C(F)(F)F